5-(1-methyl-1H-pyrazol-4-yl)-2-{5-[methyl(2,2,6,6-tetramethylpiperidin-4-yl)amino]pyrazin-2-yl}phenol CN1N=CC(=C1)C=1C=CC(=C(C1)O)C1=NC=C(N=C1)N(C1CC(NC(C1)(C)C)(C)C)C